3,5-bis(4-methoxycarbonylphenyl)benzaldehyde COC(=O)C1=CC=C(C=C1)C=1C=C(C=O)C=C(C1)C1=CC=C(C=C1)C(=O)OC